N-(5-(4-(azetidin-1-yl)piperidin-1-yl)-2-((5-cyano-4-((2-isopropoxyphenyl)amino)pyrimidin-2-yl)amino)phenyl)acrylamide N1(CCC1)C1CCN(CC1)C=1C=CC(=C(C1)NC(C=C)=O)NC1=NC=C(C(=N1)NC1=C(C=CC=C1)OC(C)C)C#N